tert-butyl (R)-(cyclobutylmethyl)(1-(6-(3-(4-(5-(dimethylamino)pyridin-3-yl)-1H-1,2,3-triazol-1-yl)oxetan-3-yl)pyridin-3-yl)piperidin-3-yl)carbamate C1(CCC1)CN(C(OC(C)(C)C)=O)[C@H]1CN(CCC1)C=1C=NC(=CC1)C1(COC1)N1N=NC(=C1)C=1C=NC=C(C1)N(C)C